1-Chloro-4-(1,2-diazidoethyl)benzene ClC1=CC=C(C=C1)C(CN=[N+]=[N-])N=[N+]=[N-]